BrC=1C=C(C=NC1)NC(OC(C)C)=O isopropyl (5-bromopyridin-3-yl)carbamate